COC(=O)C1=CC=CC2=CC=CC=C21 methyl naphthoate